C(C)(C)(C)N1C=NC2=C1C=C(C=C2)OC2=C(C=C(C=C2Cl)N2N=C(C(NC2=O)=O)C#N)Cl (4-((1-(tert-butyl)-1H-benzo[d]imidazol-6-yl)oxy)-3,5-dichlorophenyl)-3,5-dioxo-2,3,4,5-tetrahydro-1,2,4-triazine-6-carbonitrile